NC1=NC=C(C2=C1C(=NN2C(C)C)C2=CC(=C(C=C2)NS(=O)(=O)C2=C(C=CC(=C2)OC)F)F)C2=CCC(CC2)NC2COC2 N-(4-(4-amino-1-isopropyl-7-(4-(oxetan-3-ylamino)cyclohex-1-en-1-yl)-1H-pyrazolo[4,3-c]pyridin-3-yl)-2-fluorophenyl)-2-fluoro-5-methoxybenzenesulfonamide